2-chloro-N4-(3-(pyridin-3-yl)benzyl)quinoline-3,4-diamine ClC1=NC2=CC=CC=C2C(=C1N)NCC1=CC(=CC=C1)C=1C=NC=CC1